N1=C(C=CC2=CC=CN=C12)C=1O[C@@H]([C@H](N1)C1=CC=CC=C1)C1=CC=CC=C1 (4R,5R)-2-(1,8-naphthyridine-2-yl)-4,5-diphenyl-4,5-dihydro-oxazole